C(CCCCCCCC)N(CCCOCCCN(CCN(CCCCCCCCC)CCCCCCCCC)CCCCCCCCC)CCCCCCCCC N1-(3-(3-(dinonylamino)propoxy)propyl)-N1,N2,N2-trisnonylethane-1,2-diamine